pyrimidin-2-yl-benzamide N1=C(N=CC=C1)C1=C(C(=O)N)C=CC=C1